N=1N(N=CC1)C1=C(C=C(C=N1)NC(=O)C=1C(=NC(=NC1)C1=C(C=C(C=C1)F)N)C)C(F)(F)F N-(6-(2H-1,2,3-triazol-2-yl)-5-(trifluoromethyl)pyridin-3-yl)-2-(2-amino-4-fluorophenyl)-4-methylpyrimidine-5-carboxamide